6-[[5-[(6-cyano-4-methyl-3-pyridinyl)oxy]-3-methyl-imidazo[4,5-b]pyridin-7-yl]amino]-2-methyl-pyridine-3-carboxylic acid C(#N)C1=CC(=C(C=N1)OC1=CC(=C2C(=N1)N(C=N2)C)NC2=CC=C(C(=N2)C)C(=O)O)C